[1,1'-biphenyl]-2',3,6'-d3-2-carbaldehyde C1(=C(C(=CC=C1)[2H])C=O)C=1C(=CC=CC1[2H])[2H]